ClC=1C(=C2C=NNC2=C(C1F)C(C(C)(C)C)=O)C=1N=CC=2N(C1)C=C(N2)NC(=O)C2C(C2)F N-(6-(5-chloro-6-fluoro-7-pivaloyl-1H-indazol-4-yl)imidazo[1,2-a]pyrazin-2-yl)-2-fluorocyclopropane-1-carboxamide